1,2,4,6-tetralithiocyclohexane [Li]C1C(CC(CC1[Li])[Li])[Li]